C1(=CC=CC=C1)C1CCC=2N1N=C(N2)C(=O)N2CCCC2 (5-Phenyl-6,7-dihydro-5H-pyrrolo[1,2-b][1,2,4]triazol-2-yl)-pyrrolidin-1-yl-methanon